ClC=1C=C(C=CC1F)NC(=O)C=1C=2CCC(C2C(=CC1)F)(NC(=O)NC)C.[He].[Cd] cadmium helium N-(3-chloro-4-fluorophenyl)-7-fluoro-1-methyl-1-(3-methylureido)-2,3-dihydro-1H-indene-4-carboxamide